ClC1=CC=C(C(=O)C2=C(C(=O)C3=CC=CC=C3)C=CC=C2)C=C1 4-chloro-benzoylbenzophenone